C(C)OC(=O)C=1NC2=CC=C(C=C2C1)[C@@H]1CC(OCC1)(C)C 5-[(4S)-2,2-Dimethyloxacyclohexan-4-yl]-1H-indole-2-carboxylic acid ethyl ester